cobalt molybdenum cerium [Ce].[Mo].[Co]